4-amino-5-[(4,4-difluoropiperidin-1-yl)methyl]pyrrolo[2,1-f][1,2,4]triazin-7-yl-N-[(3R,4S)-1-(5-chloropyridine-2-carbonyl)-4-fluoropyrrolidin-3-yl]-2-methoxypyridine-3-carboxamide NC1=NC=NN2C1=C(C=C2C2=C(C(=NC=C2)OC)C(=O)N[C@@H]2CN(C[C@@H]2F)C(=O)C2=NC=C(C=C2)Cl)CN2CCC(CC2)(F)F